O=S1(C2=C(C(C1)=O)C=CC=C2C2=CC=C(CNC(=O)NC=1N=C(SC1)C#C)C=C2)=O 1-(4-(1,1-dioxido-3-oxo-2,3-dihydrobenzo[b]thiophen-7-yl)benzyl)-3-(2-ethynylthiazol-4-yl)urea